(4-chlorophenyl)-1-(2,4-dichlorophenyl)-4-methyl-1H-pyrazole-3-amine ClC1=CC=C(C=C1)C1=C(C(=NN1C1=C(C=C(C=C1)Cl)Cl)N)C